C(CCCCC)CC(=O)O.C(C)(=O)OCCCCCC Hexyl Acetate (Hexyl Acetate)